ClC1=CC=C(C(=N1)C(=O)O)N[C@@H](C)C=1C=C(C=C2C(N(C(=NC12)N1C[C@H]2C([C@H]2C1)C(N(C)C1CCC1)=O)C)=O)C 6-chloro-3-(((S)-1-(2-((1R,5S,6R)-6-(cyclobutyl(methyl)carbamoyl)-3-azabicyclo[3.1.0]hexan-3-yl)-3,6-dimethyl-4-oxo-3,4-dihydroquinazolin-8-yl)ethyl)amino)picolinic acid